2-(4-{4-[(4-Methylbenzenesulfonyl)oxy]butoxy}butoxy)acetic acid CC1=CC=C(C=C1)S(=O)(=O)OCCCCOCCCCOCC(=O)O